7-(5-bromo-3-(ethylthio)pyridin-2-yl)-2-(trifluoromethyl)pyrazolo[1,5-a]pyrimidine BrC=1C=C(C(=NC1)C1=CC=NC=2N1N=C(C2)C(F)(F)F)SCC